3-(2-cyanoisoindolin-4-yl)-N-(1-phenylethyl)benzamide C(#N)N1CC2=CC=CC(=C2C1)C=1C=C(C(=O)NC(C)C2=CC=CC=C2)C=CC1